FC=1C=C(C=CC1)C1=C(C=CC=C1)C(\C=C\C1=CC=C(C=C1)C#N)=O (E)-1-(3'-fluoro[1,1'-biphenyl]-2-yl)-3-(4-cyanophenyl)prop-2-en-1-one